cyclopenta-Silane [SiH2]1[SiH2][SiH2][SiH2][SiH2]1